(2,2-Bis(4-chlorophenyl)vinyl)(2,2-diphenyl-vinyl)sulfane tert-butyl-(2-oxo-2-((2-(phenylsulfonyl)phenyl)amino)ethyl)carbamate C(C)(C)(C)N(C(O)=O)CC(NC1=C(C=CC=C1)S(=O)(=O)C1=CC=CC=C1)=O.ClC1=CC=C(C=C1)C(=CSC=C(C1=CC=CC=C1)C1=CC=CC=C1)C1=CC=C(C=C1)Cl